COC[C@@]1(CC2=CC=C(C=C2C1)C)C |r| (+-)-2-methoxymethyl-2,5-dimethylindane